C(C)(C)(C)OC(=O)N1[C@@H](CN(CC1)C=1C(=CC=2N=CN=C(C2N1)NC1=C(C(=C(C=C1)OC1=CC=2N(C=C1)N=CN2)C)F)Br)CO (2S)-4-{7-bromo-4-[(2-fluoro-3-methyl-4-{[1,2,4]triazolo[1,5-a]pyridin-7-yloxy}phenyl)amino]pyrido[3,2-d]pyrimidin-6-yl}-2-(hydroxymethyl)piperazine-1-carboxylic acid tert-butyl ester